C(C1=CC=CC=C1)OC=1C=C2C(=C(N(C2=CC1)C1=CC(=C(C=C1)F)C)C1CCOCC1)C1CC(C1)(C(=O)OC)C=O methyl 3-(5-(benzyloxy)-1-(4-fluoro-3-methylphenyl)-2-(tetrahydro-2H-pyran-4-yl)-1H-indol-3-yl)-1-formylcyclobutane-1-carboxylate